(1R,2S,5S)-N-{(2S)-4-[(6-fluoropyridin-3-yl)oxy]-3-oxo-1-[(3S)-2-oxopyrrolidin-3-yl]butan-2-yl}-6,6-dimethyl-3-[N-(trifluoroacetyl)-L-valyl]-3-azabicyclo[3.1.0]hexane-2-carboxamide FC1=CC=C(C=N1)OCC([C@H](C[C@H]1C(NCC1)=O)NC(=O)[C@@H]1[C@H]2C([C@H]2CN1C([C@@H](NC(C(F)(F)F)=O)C(C)C)=O)(C)C)=O